ClC1=CC2=C(N=CN(C2=O)C)C(=N1)C1=C(C=C(C=C1)Cl)F 6-chloro-8-(4-chloro-2-fluoro-phenyl)-3-methyl-pyrido[3,4-d]pyrimidin-4-one